cyclohexyl-D-alanine C1(CCCCC1)N[C@H](C)C(=O)O